dimethyl-2-phenylethane-1,2-diamine CC(C(N)C1=CC=CC=C1)(N)C